4-((1-(aminooxy)cyclobutane-1-carbonyl)oxy)butanoic acid NOC1(CCC1)C(=O)OCCCC(=O)O